ClC1=C(C=C(C=2CN3[C@H](COC21)CNCC3)OC=3C(=NC=CC3C)C(C)C)C3=C(C=CC=C3F)O 2-((S)-10-chloro-7-((2-isopropyl-4-methylpyridin-3-yl)oxy)-1,2,3,4,12,12a-hexahydro-6H-benzo[f]pyrazino[2,1-c][1,4]oxazepin-9-yl)-3-fluorophenol